C(N1N=C(C(=C1)[N+](=O)[O-])O[C@@H]1COC[C@@H]1O[Si](C1=CC=CC=C1)(C1=CC=CC=C1)C(C)(C)C)([2H])([2H])[2H] 1-(methyl-d3)-3-(((3R,4S)-4-((tert-butyldiphenylsilyl)oxy)tetrahydrofuran-3-yl)oxy)-4-nitro-1H-pyrazole